C(OC=1C=C2C(=CNC2=CC1)C[C@@H]1N(CCC1)C([2H])([2H])[2H])([2H])([2H])[2H] (R)-5-(methoxy-d3)-3-((1-(methyl-d3)pyrrolidin-2-yl)methyl)-1H-indole